(2R)-2-Amino-3,3-dimethyl-N-[3-methyl-4-(1H-pyrrolo[2,3-b]pyridin-4-yl)phenyl]butanamide N[C@@H](C(=O)NC1=CC(=C(C=C1)C1=C2C(=NC=C1)NC=C2)C)C(C)(C)C